BrC=1C2=C(C=NC1)SC(=N2)S 7-bromothiazolo[5,4-c]pyridine-2-thiol